4-(4-cyclopropyl-1H-imidazol-1-yl)-2-fluoro-6-methylpyridine C1(CC1)C=1N=CN(C1)C1=CC(=NC(=C1)C)F